5-(4-cyclobutyl-4H-1,2,4-triazol-3-yl)-3-(3-(4-cyclopropyl-1H-imidazol-1-yl)phenyl)-1H-indazole C1(CCC1)N1C(=NN=C1)C=1C=C2C(=NNC2=CC1)C1=CC(=CC=C1)N1C=NC(=C1)C1CC1